2,3,5,6-tetra[(trimethylsilyl)ethynyl]-1,4-difluorobenzene C[Si](C)(C)C#CC1=C(C(=C(C(=C1C#C[Si](C)(C)C)F)C#C[Si](C)(C)C)C#C[Si](C)(C)C)F